NC1=NC2=CC=C(C=C2C=N1)C1=C(C(=O)NC2=CC=C(C=C2)N2CCN(CC2)C)C=CC(=C1)C (2-aminoquinazolin-6-yl)-4-methyl-N-(4-(4-methylpiperazin-1-yl)phenyl)benzamide